4-{[3-benzyl-5-(2-propionamidobenzo[d]thiazol-6-yl)-1H-pyrazol-1-yl]methyl}-N-hydroxybenzoamide C(C1=CC=CC=C1)C1=NN(C(=C1)C1=CC2=C(N=C(S2)NC(CC)=O)C=C1)CC1=CC=C(C(=O)NO)C=C1